FC1=C(C=CC(=C1F)[N+](=O)[O-])C(C)=O (2,3-difluoro-4-nitrophenyl)ethan-1-one